(4-chloro-2-methoxy-phenyl)methan-amine ClC1=CC(=C(C=C1)CN)OC